3-((8-methoxy-2-methyl-2,3-dihydrobenzo[b][1,4]dioxin-6-yl)methyl)-6-(1-(piperidin-4-yl)-1H-pyrazol-4-yl)-3H-imidazo[4,5-b]pyridine COC1=CC(=CC2=C1OC(CO2)C)CN2C=NC=1C2=NC=C(C1)C=1C=NN(C1)C1CCNCC1